[3-(4-fluoro-2-isopropoxy-phenyl)-6-(1-methylpyrazol-4-yl)-2-pyridinyl] triflate O(S(=O)(=O)C(F)(F)F)C1=NC(=CC=C1C1=C(C=C(C=C1)F)OC(C)C)C=1C=NN(C1)C